(R)-(4-(4-chloropyrazolo[1,5-a]pyridin-2-yl)-6,7-dihydro-1H-imidazo[4,5-c]pyridin-5(4H)-yl)(4-(difluoromethyl)-2-(2-fluoropropan-2-yl)oxazol-5-yl)methanone ClC=1C=2N(C=CC1)N=C(C2)[C@@H]2N(CCC1=C2N=CN1)C(=O)C1=C(N=C(O1)C(C)(C)F)C(F)F